(R)-(3-Fluorophenyl)((2R,6S)-6-Propylpiperidin-2-yl)-Methanol FC=1C=C(C=CC1)[C@@H](O)[C@@H]1N[C@H](CCC1)CCC